COC1=NC=C(C=N1)OCC=O 2-((2-methoxypyrimidin-5-yl)oxy)ethan-1-one